2-[(tert-butoxycarbonyl)amino]-3-[(3S)-2-oxopyrrolidin-3-yl]propanoic acid C(C)(C)(C)OC(=O)NC(C(=O)O)C[C@H]1C(NCC1)=O